4-(1-(6-((Ethylamino)methyl)-2-methylpyridin-3-yl)-1H-pyrazol-4-yl)-2-((1-((1-methyl-1H-imidazol-4-yl)sulfonyl)piperidin-4-yl)amino)pyrimidine-5-carbonitrile C(C)NCC1=CC=C(C(=N1)C)N1N=CC(=C1)C1=NC(=NC=C1C#N)NC1CCN(CC1)S(=O)(=O)C=1N=CN(C1)C